5-chloro-N-(3-cyclopropyl-5-(((3R,5S)-3,5-dimethylpiperazine-1-yl)methyl)phenyl)-4-(5-methoxy-6-methyl-1H-indol-3-yl)pyrimidine-2-amin ClC=1C(=NC(=NC1)NC1=CC(=CC(=C1)CN1C[C@H](N[C@H](C1)C)C)C1CC1)C1=CNC2=CC(=C(C=C12)OC)C